C(C)N1CC2(CN(C2)C=2C=CC(=NC2)NC2=NC=C(C(=N2)C2=CC=3C(N(CC4(C3S2)CCCCC4)C)=O)F)C1 (2-((5-(6-ethyl-2,6-diazaspiro[3.3]hept-2-yl)pyridin-2-yl)amino)-5-fluoropyrimidin-4-yl)-5'-methyl-5',6'-dihydro-4'H-spiro[cyclohexane-1,7'-thieno[3,2-c]pyridin]-4'-one